CC1=C(N=CS1)N 5-methylthiazol-4-amine